(5-(1-((4-chlorophenyl)sulfonyl)-piperidin-4-yl)-3-hydroxy-pyridine-2-carbonyl)glycine methyl ester COC(CNC(=O)C1=NC=C(C=C1O)C1CCN(CC1)S(=O)(=O)C1=CC=C(C=C1)Cl)=O